N',N2-dimethylethane-1,2-diamine CN(CCN)C